oxetane-3-carbohydrazide O1CC(C1)C(=O)NN